1-[3-bromo-5-(2-hydroxyethylamino)phenyl]-3-[5-chloro-2-(2-hydroxyethyl)phenyl]urea BrC=1C=C(C=C(C1)NCCO)NC(=O)NC1=C(C=CC(=C1)Cl)CCO